4-methoxy-3-(3-(1-methyl-1H-pyrazol-4-yl)pyrazolo[1,5-a]pyridin-5-yl)-1H-pyrrolo[2,3-b]pyridine COC1=C2C(=NC=C1)NC=C2C2=CC=1N(C=C2)N=CC1C=1C=NN(C1)C